(E)-3-(((benzyloxy)carbonyl)oxy)-N,N-dimethylprop-1-en-1-amine oxide C(C1=CC=CC=C1)OC(=O)OC/C=C/[N+](C)(C)[O-]